6-((3-(2-(methoxyimino)propionyl)-3-azabicyclo[3.1.1]hept-6-yl)amino)pyrimidine-4-carboxylic acid CON=C(C(=O)N1CC2C(C(C1)C2)NC2=CC(=NC=N2)C(=O)O)C